1-vinyl-3-ethylimidazole arginine salt N[C@@H](CCCNC(N)=N)C(=O)O.C(=C)N1CN(C=C1)CC